FC(OC=1C=C(C=CC1F)C=1C=C2C(=NC1)C=NN2C[C@@H]2C(N(CC2)C)=O)F |r| (RS)-3-((6-(3-(Difluoromethoxy)-4-fluorophenyl)-1H-pyrazolo[4,3-b]pyridin-1-yl)methyl)-1-methylpyrrolidin-2-one